(2-(3-Fluorobenzyl)-2,6-dihydropyrrolo[3,4-c]pyrazol-5(4H)-yl)-N,N-dimethylpyrazine-2-carboxamide FC=1C=C(CN2N=C3C(=C2)CN(C3)C=3C(=NC=CN3)C(=O)N(C)C)C=CC1